N-carbamimidoyl-2-(2,6-dichloro-3-(1H-pyrazol-4-yl)phenyl)acetamide C(N)(=N)NC(CC1=C(C(=CC=C1Cl)C=1C=NNC1)Cl)=O